C(CC1=C(SC(=C1)[N+](=O)[O-])C(=O)N)C1=C(SC(=C1)[N+](=O)[O-])C(=O)N (ethane-2,1-diyl)bis(5-nitrothiophene-2-carboxamide)